N-(6-chloro-1-(3-(3-hydroxyphenyl)prop-2-yn-1-yl)-3-methyl-2,4-dioxo-1,2,3,4-tetrahydropyrimidin-5-yl)-2-(3-fluorophenyl)acetamide ClC1=C(C(N(C(N1CC#CC1=CC(=CC=C1)O)=O)C)=O)NC(CC1=CC(=CC=C1)F)=O